[O-]CCC.[O-]CCC.[O-]CCC.[O-]CCC.[Ti+4] Titanium Tetrapropoxide